CC1(CC(C1)C=1C(=CC=2N(N1)C(=CN2)C2=C(C=C(C(=N2)N[C@H]2CN(CCC2)C(=O)OC(C)(C)C)F)F)OC)C tert-butyl (R)-3-((6-(6-(3,3-dimethylcyclobutyl)-7-methoxyimidazo[1,2-b]pyridazin-3-yl)-3,5-difluoropyridin-2-yl)amino)piperidine-1-carboxylate